C(C=C)(=O)[O-].OC1=C(C(=C(C=C1)O)O)O.[Li+] lithium tetrahydroxybenzene acrylate